Methyl 1-(2-oxo-4-(o-tolyl)-2H-pyrano[2,3-b]pyridin-7-yl)pyrrolidine-2-carboxylate O=C1C=C(C=2C(=NC(=CC2)N2C(CCC2)C(=O)OC)O1)C1=C(C=CC=C1)C